FC1=C(CN2N=C(C=C2C2=NOC=C2)C2=NC(=C(C(=N2)N)N)N)C=CC=C1 2-(1-(2-fluorobenzyl)-5-(isoxazol-3-yl)-1H-pyrazol-3-yl)pyrimidine-4,5,6-triamine